4-[4-(fluoromethoxy)phenyl]-5-[4-[(3S)-1-(3-fluoropropyl)pyrrolidin-3-yl]oxyphenyl]-2,3-dihydro-1-benzothiepin-8-ol FCOC1=CC=C(C=C1)C=1CCSC2=C(C1C1=CC=C(C=C1)O[C@@H]1CN(CC1)CCCF)C=CC(=C2)O